BrC=1C=CC(=C(N[C@H](COC)C)C1)[N+](=O)[O-] 5-bromo-N-[(1S)-2-methoxy-1-methyl-ethyl]-2-nitro-aniline